4-fluoro-4-methylcyclohexanone FC1(CCC(CC1)=O)C